5-(4-Fluorocyclohexa-2,4-dien-1-yl)-3,3-dimethylmorpholine FC=1C=CC(CC1)C1COCC(N1)(C)C